4-cyclohexyl-2-methyl-2-butanol C1(CCCCC1)CCC(C)(O)C